C1(CCCC1)N1[C@@H](C(N(C=2C=NC(=NC12)NC1=C(C=C(C(=O)NCCOCCOCCN(C/C=C/C(=O)OC)C)C=C1)OC)C)=O)CC methyl (E)-4-[2-[2-[2-[[4-[[(7R)-8-cyclopentyl-7-ethyl-5-methyl-6-oxo-7H-pteridin-2-yl]amino]-3-methoxybenzoyl] amino]ethoxy]ethoxy]ethyl-methyl-amino]but-2-enoate